N[C@@]1(CN(CC1)C1=C(C=NC(=C1C1=CC(=CC(=C1)F)F)C#N)C(=O)NCC1=NOC=C1)C 4-[(3S)-3-amino-3-methylpyrrolidin-1-yl]-6-cyano-5-(3,5-difluorophenyl)-N-[(1,2-oxazol-3-yl)methyl]pyridine-3-carboxamide